FC(OC1=NC=CC(=C1)C#N)F 2-(difluoromethoxy)pyridine-4-carbonitrile